N-(3-(4'-chloro-3'-fluoro-[1,1'-biphenyl]-4-yl)propyl)-2-ethyl-6-methylthieno[2,3-d]pyrimidin ClC1=C(C=C(C=C1)C1=CC=C(C=C1)CCCN1C(N=CC2=C1SC(=C2)C)CC)F